FC(C1=NN=C(O1)C=1C=CC(=NC1)CN1C(N(C2=C1C=C(C=C2)F)CC2CCNCC2)=O)F 3-((5-(5-(difluoromethyl)-1,3,4-oxadiazol-2-yl)pyridin-2-yl)methyl)-5-fluoro-1-(piperidin-4-ylmethyl)-1,3-dihydro-2H-benzo[d]imidazol-2-one